3-(5-cyclobutyl-1,3-thiazol-2-yl)-5-[(2R)-tetrahydrofuran-2-ylmethoxy]benzoic acid methyl ester COC(C1=CC(=CC(=C1)OC[C@@H]1OCCC1)C=1SC(=CN1)C1CCC1)=O